D-alpha-methyl-histidine C[C@](N)(CC1=CNC=N1)C(=O)O